OC1=C2C(C3CCCC(C3CCC2=CC(=C1O)C(C)C)(C)C)=O 4,5-dihydroxy-12,12-dimethyl-6-(propan-2-yl)tricyclo[9.4.0.03,8]Pentadecane-3,5,7-trien-2-one